tert-butyl 4-(4-(4-methoxypyrazolo[1,5-a]pyridin-6-yl)-5-methyl-1H-1,2,3-triazol-1-yl)piperidine-1-carboxylate COC=1C=2N(C=C(C1)C=1N=NN(C1C)C1CCN(CC1)C(=O)OC(C)(C)C)N=CC2